tert-butyl N-[(2S)-2-(2-methylpyrazol-3-yl)oxypropyl]carbamate CN1N=CC=C1O[C@H](CNC(OC(C)(C)C)=O)C